1-(4-chloro-3-methoxyphenyl)-6-((2,6-dimethylpyrimidin-4-yl)amino)-1,2-dihydro-3H-pyrazolo[4,3-c]pyridin-3-one ClC1=C(C=C(C=C1)N1NC(C=2C=NC(=CC21)NC2=NC(=NC(=C2)C)C)=O)OC